1,5-dimethyl-3-(4-(ethylsulfonyl)phenyl)-pyrazole-4-ol CN1N=C(C(=C1C)O)C1=CC=C(C=C1)S(=O)(=O)CC